1-cyclohexyl-4-(4,4,5,5-tetramethyl-1,3,2-dioxaborolan-2-yl)pyrazole C1(CCCCC1)N1N=CC(=C1)B1OC(C(O1)(C)C)(C)C